FC=1C=NC2=CC=C(C=C2C1)C#N 3-fluoroquinoline-6-carbonitrile